BrC1=C(C2=NC=C(C=C2N1C(=O)OC(C)(C)C)C=1C=NC(=CC1)N1CCN(CC1)C(=O)OC(C)(C)C)C tert-butyl 2-bromo-6-[6-(4-tert-butoxycarbonylpiperazin-1-yl)-3-pyridyl]-3-methyl-pyrrolo[3,2-b]pyridine-1-carboxylate